4-(benzyloxy)-2-chloro-6-methoxybenzo[d]thiazole C(C1=CC=CC=C1)OC1=CC(=CC2=C1N=C(S2)Cl)OC